CN1N=C(C=2N=C(N=CC21)NC=2C(=CC=1N(C2)N=CN1)C)C(=C)C 1-methyl-N-(7-methyl-[1,2,4]triazolo[1,5-a]pyridin-6-yl)-3-(prop-1-en-2-yl)-1H-pyrazolo[4,3-d]pyrimidin-5-amine